NC=1C2=C(N=C(N1)C)N(C=C2C2=C(C=C(C=C2)NC([C@@H](O)C2=CC(=CC=C2)F)=O)C)C (S)-N-(4-(4-amino-2,7-dimethyl-7H-pyrrolo[2,3-d]pyrimidin-5-yl)-3-methylphenyl)-2-(3-fluorophenyl)-2-hydroxyacetamide